4-methoxy-6-(1-methylcyclopropyl)-5-(4,4,5,5-tetramethyl-1,3,2-dioxaborolan-2-yl)pyrimidine COC1=NC=NC(=C1B1OC(C(O1)(C)C)(C)C)C1(CC1)C